OC=1C(=NC=CC1OC)C(=O)N[C@H](C(=O)OC(C(C)N1C=CC2=C(C=CC(=C12)F)Br)C)C [2-(4-bromo-7-fluoro-indol-1-yl)-1-methyl-propyl] (2S)-2-[(3-hydroxy-4-methoxy-pyridine-2-carbonyl)amino]propanoate